6-(tert-butyl) 8-ethyl 2-(2,2-difluoro-1-methylcyclopropane-1-carbonyl)-2,6-diazaspiro[3.4]octane-6,8-dicarboxylate FC1(C(C1)(C(=O)N1CC2(C1)CN(CC2C(=O)OCC)C(=O)OC(C)(C)C)C)F